C(#N)C=1C=C2C(=NC1)N(C=C2)C2=NC=C(C(=O)N[C@@H]1CC[C@H](CC1)C(NC([2H])([2H])[2H])=O)C(=C2)NCC(C)(C)O 6-(5-cyano-1H-pyrrolo[2,3-b]pyridin-1-yl)-4-((2-hydroxy-2-methylpropyl)amino)-N-((trans)-4-((2H3)methylcarbamoyl)cyclohexyl)nicotinamide